(S)-5-chloro-N-(2-(S-methylsulfonimidoyl)pyridin-4-yl)-4-(trifluoromethyl)-2-(4-(trifluoromethyl)piperidin-1-yl)benzamide ClC=1C(=CC(=C(C(=O)NC2=CC(=NC=C2)[S@](=O)(=N)C)C1)N1CCC(CC1)C(F)(F)F)C(F)(F)F